(S)-3-(2-(1H-indazol-6-yl)-6-(methylcarbamoyl)-1H-benzo[d]imidazol-1-yl)-4,4-dimethylvaleric acid methyl ester COC(C[C@@H](C(C)(C)C)N1C(=NC2=C1C=C(C=C2)C(NC)=O)C2=CC=C1C=NNC1=C2)=O